methyl-(2-methylphenylmethyl)sulfonium C[SH+]CC1=C(C=CC=C1)C